C[C@@H]1N(CCC1)S(=O)(=O)C(C)C1=CC=2NC3=CC=CC=C3SC2C=C1 2-(1-(((S)-2-methylpyrrolidin-1-yl)sulfonyl)ethyl)-10H-phenothiazine